C(C)(=O)N[C@H]1[C@@H](O[C@@H]([C@H]([C@@H]1O)O)CO)N[C@@H]([C@H](O)C)C(=O)O (N-acetyl-beta-D-glucosaminyl)-L-threonine